5-[(2,4-dichlorophenyl)methyl]-5,6-dihydro-4H-1,2,4-oxadiazine ClC1=C(C=CC(=C1)Cl)CC1NC=NOC1